C1NCCC=2C3=CC=CC=C3NC12 (S)-tetrahydro-beta-carboline